C(C)(=O)C1=CC(=C(C=C1)COC1=C(C=C(C=C1)C1C=2C(NC(C1)=O)=NNC2)OC)C(F)(F)F (+)-4-(4-{[4-acetyl-2-(trifluoromethyl)phenyl]methoxy}-3-methoxyphenyl)-2H,4H,5H,6H,7H-pyrazolo[3,4-b]pyridin-6-one